C(#N)C1=CC2=C(CN(C[C@H]2C2=C(C=CC=C2)C=2C(=NN(C2)CC)C(F)(F)F)C(=O)OC(C)(C)C)S1 tert-Butyl (S)-2-cyano-4-(2-(1-ethyl-3-(trifluoromethyl)-1H-pyrazol-4-yl)phenyl)-4,7-dihydrothieno[2,3-c]pyridine-6(5H)-carboxylate